2-[[[(1r)-2-(1h-imidazol-4-yl)-1-methylethyl]imino]phenylmethyl]-phenol N1C=NC(=C1)C[C@@H](C)N=C(C1=C(C=CC=C1)O)C1=CC=CC=C1